(6aS)-8-(methoxymethyl)-6a,7,8,9-tetrahydro-6H-pyrido[3,2-b]pyrrolo[1,2-d][1,4]oxazine-4-thiol sodium [Na].COCC1C[C@@H]2N(C3=C(OC2)C(=CC=N3)S)C1